C1(=CC=CC=C1)CC=1C(=C(C=CC1)O)CC1=CC=CC=C1 Di(phenylmethyl)phenol